NC1=C(C(=NN1C1CC(OCC1)C)C1=CC=C(C=C1)CNC(C1=C(C=CC=C1)OC)=O)C(=O)N 5-amino-3-[4-[[(2-methoxybenzoyl)amino]methyl]phenyl]-1-(2-methyltetrahydropyran-4-yl)pyrazole-4-carboxamide